N-(pyridin-3-yl)-5-(7H-pyrrolo[2,3-d]pyrimidin-5-yl)pyrazolo[1,5-a]pyridine-3-carboxamide N1=CC(=CC=C1)NC(=O)C=1C=NN2C1C=C(C=C2)C2=CNC=1N=CN=CC12